ClC1=CC=C(C=C1)S(=O)(=O)C1(C(=NN(C1)C(=O)NC[C@@H](C)NS(N)(=O)=O)C1=CC=C(C=C1)F)C1=CC=CC=C1 ((4-chlorophenyl)sulfonyl)-3-(4-fluorophenyl)-4-phenyl-N-((R)-2-(sulfamoylamino)propyl)-4,5-dihydro-1H-pyrazole-1-carboxamide